COC(C1CCN(CC1)C1=CC=C(C=C1)C1=C(CCCC2=C1C=CC(=C2)C(=O)OC)C2=CC=CC=C2)OC methyl 5-[4-[4-(dimethoxymethyl)-1-piperidyl]phenyl]-6-phenyl-8,9-dihydro-7H-benzo[7]annulene-2-carboxylate